3-(4-cyanophenyl)-N-(3-pyridylmethyl)imidazo[1,2-a]pyrimidine-7-carboxamide C(#N)C1=CC=C(C=C1)C1=CN=C2N1C=CC(=N2)C(=O)NCC=2C=NC=CC2